C1N(CCC2=CC=CC=C12)[C@H]1[C@@H](CN(CC1)C1=NC=NC(=C1)NC1=C(C=CC=C1)N1CCCC1)O trans-4-(3,4-dihydroisoquinolin-2(1H)-yl)-1-(6-((2-(pyrrolidin-1-yl)phenyl)amino)pyrimidin-4-yl)piperidin-3-ol